(3R)-3-amino-7-(5-tert-butyl-1,3,4-oxadiazol-2-yl)-1,1-dioxo-5-[[4-(2,2,2-trifluoroethoxy)phenyl]methyl]-2,3-dihydro-1λ6,5-benzothiazepin-4-one N[C@H]1CS(C2=C(N(C1=O)CC1=CC=C(C=C1)OCC(F)(F)F)C=C(C=C2)C=2OC(=NN2)C(C)(C)C)(=O)=O